2-(cyanomethyl)-3H-imidazo[4,5-b]pyridine-6-carboxylic acid C(#N)CC1=NC=2C(=NC=C(C2)C(=O)O)N1